2-(4-chloro-2-methoxyphenylthioamino)acetic acid ethyl ester C(C)OC(CNSC1=C(C=C(C=C1)Cl)OC)=O